N[C@@H]1CCC2=CC=CC=C2C1 (3R,4S)-3-aminotetralin